tert-butyl (S)-(2-((tert-butyldiphenylsilyl)oxy)propyl)(2-hydroxyethyl)carbamate [Si](C1=CC=CC=C1)(C1=CC=CC=C1)(C(C)(C)C)O[C@H](CN(C(OC(C)(C)C)=O)CCO)C